7-chloro-4-(dimethylamino)-1-(piperidin-4-yl)quinazolin-2(1H)-one ClC1=CC=C2C(=NC(N(C2=C1)C1CCNCC1)=O)N(C)C